2,3-bis(4-methylphenyl)propionitrile CC1=CC=C(C=C1)C(C#N)CC1=CC=C(C=C1)C